1-methyl-4-{1-[4-(4-methyl-5-{[3-(trifluoromethyl)phenoxy]methyl}-4H-1,2,4-triazol-3-yl)phenyl]-1H-imidazol-4-yl}piperidine CN1CCC(CC1)C=1N=CN(C1)C1=CC=C(C=C1)C1=NN=C(N1C)COC1=CC(=CC=C1)C(F)(F)F